2,3,5-triphenyl-4-[4-(2-phenylethynyl)phenyl]-2,4-cyclopentadien-1-one C1(=CC=CC=C1)C=1C(C(=C(C1C1=CC=CC=C1)C1=CC=C(C=C1)C#CC1=CC=CC=C1)C1=CC=CC=C1)=O